CN1C[C@@H]2[C@H](C1)CN(C2)C=2SC1=C(N2)SC(=N1)C1=C(C=C(C=C1)C=1C=NNC1)O 2-{5-[(3aR,6aS)-5-Methylhexahydropyrrolo[3,4-c]pyrrol-2(1H)-yl][1,3]thiazolo[5,4-d][1,3]thiazol-2-yl}-5-(1H-pyrazol-4-yl)phenol